2-selenoxoimidazolidine-4-on [Se]=C1NCC(N1)=O